C(C)(C)OC(C)(C)C=1N=C(SC1)NC(=O)C=1N(C=CC1)CC1=CC(=NC=C1)C N-(4-(2-isopropoxypropan-2-yl)thiazol-2-yl)-1-((2-methylpyridin-4-yl)methyl)-1H-pyrrole-2-carboxamide